7-(Difluoro-methyl)-9-fluoro-1,4,4-trimethyl-8-(1-methyl-1H-indazol-4-yl)-5H-[1,2,4]triazolo[4,3-a]quinoxaline FC(C=1C=C2NC(C=3N(C2=C(C1C1=C2C=NN(C2=CC=C1)C)F)C(=NN3)C)(C)C)F